tert-butyl 7-(4-fluorobenzyl)-6-(trifluoromethyl)-2,3-dihydro-1H-pyrido[2,3-b][1,4]oxazine-1-carboxylate FC1=CC=C(CC2=CC3=C(OCCN3C(=O)OC(C)(C)C)N=C2C(F)(F)F)C=C1